C1(\C=C/C(=O)O1)=S thiomaleic anhydride